tert-Butyl (exo-3-(4-(2-oxo-4-(piperazine-1-carboxamido)pyrimidin-1(2H)-yl)benzyl)-3-azabicyclo[3.1.0]hexan-6-yl)carbamate O=C1N(C=CC(=N1)NC(=O)N1CCNCC1)C1=CC=C(CN2CC3C(C3C2)NC(OC(C)(C)C)=O)C=C1